CN1N=CC(=C1)C1=C2C=CC(=CC2=CC=C1)C(=O)O 5-(1-methyl-1H-pyrazol-4-yl)-2-naphthoic acid